N1=CC=CC2=CC=C3C=CC=NC3=C12 (1,10)Phenanthroline